CS(=O)(=NC1C(NCCC1)C)C dimethyl-((2-methylpiperidin-3-yl)imino)-lambda6-Sulfanone